8-(6-methyl-7-oxo-6,7-dihydro-1H-pyrrolo[2,3-c]pyridin-4-yl)-6-(methylsulfonyl)-2-phenyl-2H-1,4-benzoxazin-3(4H)-one CN1C(C2=C(C(=C1)C1=CC(=CC=3NC(C(OC31)C3=CC=CC=C3)=O)S(=O)(=O)C)C=CN2)=O